1-Butyl-3-ethylmethylimidazolium C(CCC)N1C(=[N+](C=C1)CC)C